ClC1=NC=2N(C(=C1)NC1=NC(=CC(=C1)NC(C=C)=O)OC)N=CC2 N-(2-((5-Chloropyrazolo[1,5-a]pyrimidin-7-yl)amino)-6-methoxypyridin-4-yl)acrylamide